C(C1=CC=CC=C1)N1CC(CC1)=O 1-benzylpyrrolidin-3-one